3-nitro-7,8-di(1H-tetrazole-5-yl)pyrazolo[5,1-c][1,2,4]triazine [N+](=O)([O-])C1=CN2C(N=N1)=C(C(=N2)C2=NN=NN2)C2=NN=NN2